tert-Butylnitrit C(C)(C)(C)ON=O